3,3-dichloro-5,6-dicyano-p-benzoquinone ClC1(CC(C(=C(C1=O)C#N)C#N)=O)Cl